CC1=NC(=CC(=C1)C=1NC2=CC=C(C=C2C1C(C)C)C1CCN(CC1)C(CN1C(CCCC1)C)=O)C 1-(4-(2-(2,6-dimethylpyridin-4-yl)-3-isopropyl-1H-indol-5-yl)piperidin-1-yl)-2-(2-methylpiperidin-1-yl)ethan-1-one